N1C=C(C2=CC=CC=C12)C1N(CCC2=CC(=CC=C12)C1=CC(=CC=C1)S(=O)(=O)C)C(=O)N (1H-indol-3-yl)-6-(3-methylsulfonylphenyl)-3,4-dihydroisoquinoline-2(1H)-carboxamide